BrC1=CC=2C3=C(NC2C=C1)C(=C(C=N3)C(=O)OCC)Cl Ethyl 8-bromo-4-chloro-5H-pyrido[3,2-b]indole-3-carboxylate